COC1=CC=C(CN2C(NC3=C2C=CC(=C3)N3CCN(CC3)C(=O)OCC3=CC=CC=C3)=O)C=C1 benzyl 4-(1-(4-methoxybenzyl)-2-oxo-2,3-dihydro-1H-benzo[d]imidazol-5-yl)piperazine-1-carboxylate